6-(7,8-dimethyl-[1,2,4]triazolo[4,3-b]pyridazin-6-yl)-3-(6-fluoro-3-pyridyl)-7,8-dihydro-5H-1,6-naphthyridine CC1=C(C=2N(N=C1N1CC=3C=C(C=NC3CC1)C=1C=NC(=CC1)F)C=NN2)C